6-(3-(3-((2-(trifluoromethyl)phenyl)sulfonyl)propanoyl)-3,8-diazabicyclo[3.2.1]octan-8-yl)nicotinonitrile FC(C1=C(C=CC=C1)S(=O)(=O)CCC(=O)N1CC2CCC(C1)N2C2=NC=C(C#N)C=C2)(F)F